NC/C(/COC1=CC(=C(C=C1)S(=O)(=O)CN1C(COCC1)=O)F)=C\F (E)-4-(((4-((2-(aminomethyl)-3-fluoroallyl)oxy)-2-fluorophenyl)sulfonyl)methyl)morpholin-3-one